NC1=CC=C(C(=C1C=1C=CC(=NC1)C(CNC(OC(C)(C)C)=O)N1N=CC(=C1)C1=CC(=NC=C1)C(F)(F)F)F)Cl tert-butyl (2-(5-(6-amino-3-chloro-2-fluorophenyl)pyridin-2-yl)-2-(4-(2-(trifluoromethyl)pyridin-4-yl)-1H-pyrazol-1-yl)ethyl)carbamat